NC(C([C@H](C[C@H]1C(NCC1)=O)NC(=O)C1C2C(C2CN1C([C@H](C(C)(C)C)NC(CC(C)(C)C)=O)=O)(C)C)O)=O N-((2S)-4-amino-3-hydroxy-4-oxo-1-((S)-2-oxopyrrolidin-3-yl)butan-2-yl)-3-((S)-2-(3,3-dimethylbutanamido)-3,3-dimethylbutanoyl)-6,6-dimethyl-3-azabicyclo[3.1.0]hexane-2-carboxamide